N-[(1R,3S)-3-{[6-methyl-2-(trifluoromethyl)quinolin-4-yl]amino}cyclohexyl]-1H-pyrrolo[2,3-b]pyridine-4-carboxamide CC=1C=C2C(=CC(=NC2=CC1)C(F)(F)F)N[C@@H]1C[C@@H](CCC1)NC(=O)C=1C2=C(N=CC1)NC=C2